ClC=1C=C(C=CC1C=1N(C2=NC=NC(=C2N1)OC1(CC1)C)CC1=NC=CC(=C1)C)CC(=O)NC1CC1 2-(3-chloro-4-(6-(1-methylcyclopropoxy)-9-((4-methylpyridin-2-yl)methyl)-9H-purin-8-yl)phenyl)-N-cyclopropylacetamide